nickel (0) bisdiphenylphosphinoethane C1(=CC=CC=C1)P(C1=CC=CC=C1)C(C)P(C1=CC=CC=C1)C1=CC=CC=C1.[Ni]